2-methyl-10-undecene CC(C)CCCCCCCC=C